1-(4-fluoro-2-methylphenyl)-5-methyl-3-(2-methyl-6-oxo-1,6-dihydropyridin-3-yl)-2,3-dihydroquinazolin-4(1H)-one FC1=CC(=C(C=C1)N1CN(C(C2=C(C=CC=C12)C)=O)C1=C(NC(C=C1)=O)C)C